2-benzyl-4-(4-methoxybenzyl)-6-phenyl-1,2,4-triazine-3,5(2H,4H)-dione C(C1=CC=CC=C1)N1N=C(C(N(C1=O)CC1=CC=C(C=C1)OC)=O)C1=CC=CC=C1